CN1N=C(C=C1C1=CC=CC=C1)CN1C(O[C@]2(C1)C[C@H](CCC2)CN2C=NC1=C2C=C(C=C1)C#N)=O 1-({(5S,7S)-3-[(1-methyl-5-phenyl-1H-pyrazol-3-yl)methyl]-2-oxo-1-oxa-3-azaspiro[4.5]dec-7-yl}methyl)-1H-benzimidazole-6-carbonitrile